COC=1C=C2CCN(C(C2=CC1N)C(F)(F)F)C 6-methoxy-2-methyl-1-(trifluoromethyl)-1,2,3,4-tetrahydroisoquinolin-7-amine